N-(2-((3-cyano-4-(trimethylsilyl)phenyl)amino)-1-(4-methoxyphenyl)-2-oxoethyl)-3-hydroxy-N-methyl-1,2-oxazole-5-carboxamide C(#N)C=1C=C(C=CC1[Si](C)(C)C)NC(C(C1=CC=C(C=C1)OC)N(C(=O)C1=CC(=NO1)O)C)=O